(1s,4s)-1-imino-4-(4-nitro-1H-pyrazol-1-yl)hexahydro-1λ6-thiopyran 1-oxide N=S1(CCC(CC1)N1N=CC(=C1)[N+](=O)[O-])=O